Methyl-4-(trifluoromethyl)pyridine CC1=NC=CC(=C1)C(F)(F)F